ClC=1C(=CC(=NC1)N1CCC(CC1)C=O)NC1=CC=2C3=C(C(N(C2C=C1)C)=O)OCC([C@@H](N3)C3CC3)(F)F (S)-1-(5-chloro-4-((2-cyclopropyl-3,3-difluoro-7-methyl-6-oxo-1,2,3,4,6,7-hexahydro-[1,4]oxazepino[2,3-c]quinolin-10-yl)amino)pyridin-2-yl)piperidine-4-carbaldehyde